3-methyltetrahydrofuran-4-carboxamide CC1COCC1C(=O)N